FC(COC(C(=O)N(CC1=NC=CC=C1)CC1=C(C=C(C=C1)F)Cl)=O)(F)F.ClC1=C(C=CC(=C1)F)CN(C(C(N)=O)=O)CC1=NC=CC=C1 N'-[(2-chloro-4-fluoro-phenyl)methyl]-N'-(2-pyridylmethyl)oxamide 2,2,2-trifluoroethyl-2-[(2-chloro-4-fluoro-phenyl)methyl-(2-pyridylmethyl)amino]-2-oxo-acetate